2-({[{2-Chloro-5-[2'-methyl-5'-(pentafluoroethyl)-4'-(trifluoromethyl)-2'H-[1,3'-bipyrazol]-4-yl]benzoyl}(1-cyanocyclopropyl)amino]methoxy}carbonyl)cyclopropane-1-carboxylic acid ClC1=C(C(=O)N(C2(CC2)C#N)COC(=O)C2C(C2)C(=O)O)C=C(C=C1)C=1C=NN(C1)C=1N(N=C(C1C(F)(F)F)C(C(F)(F)F)(F)F)C